1-[3-Chloro-5-(5-propyl-4,5-dihydro-isoxazol-3-yl)pyridin-2-yl]-1,2-ethanediol ClC=1C(=NC=C(C1)C1=NOC(C1)CCC)C(CO)O